CC1(CN(C2=CC=C(C=C12)Br)C(C)=O)CC(C#N)CC 2-((3-methyl-1-acetyl-5-bromoindolin-3-yl)methyl)butyronitrile